1-(2-(3-Aminoprop-1-yn-1-yl)furo[3,2-c]pyridin-4-yl)-3-(hydroxymethyl)dihydropyrimidine-2,4(1H,3H)-dione NCC#CC1=CC=2C(=NC=CC2O1)N1C(N(C(CC1)=O)CO)=O